3-(4-Butoxyphenyl)-2-[4,7,10-tris(2-t-butoxy-2-oxoethyl)-1,4,7,10-tetraazacyclododecan-1-yl]propionic acid methyl ester COC(C(CC1=CC=C(C=C1)OCCCC)N1CCN(CCN(CCN(CC1)CC(OC(C)(C)C)=O)CC(OC(C)(C)C)=O)CC(=O)OC(C)(C)C)=O